C1=CC=C(C=2SC3=C(C21)C=CC=C3)C=3C=C2C=CC(=C(C2=CC3)C3=C(C=CC2=CC(=CC=C32)C3=CC=CC2=C3SC3=C2C=CC=C3)OCCOC3=C(C2=CC=CC=C2C=C3)C3=C(C=CC2=CC=CC=C32)OCCO)OCCOC3=C(C2=CC=CC=C2C=C3)C3=C(C=CC2=CC=CC=C32)OCCO 2,2'-{[6,6'-bis(dibenzo[b,d]thiophen-4-yl)[1,1'-binaphthalene]-2,2'-diyl]bis(oxyethane-2,1-diyloxy[1,1'-binaphthalene]-2',2-diyloxy)}di(ethan-1-ol)